1-(bicyclo[2.2.2]octan-1-ylmethyl)-2-thioxo-1,2,3,5-tetrahydro-4H-pyrrolo[3,2-d]pyrimidin-4-one C12(CCC(CC1)CC2)CN2C(NC(C1=C2C=CN1)=O)=S